[Co].C(CCCCCCCCCCCCCCCCCCCCCCCCCCCCCCCCCCCCC)[B] octatriacontyl-boron cobalt